(isobutyl)(dimethylbenzofuropyridinyl)quinoline C(C(C)C)C=1C(=NC2=CC=CC=C2C1)C1=NC2=C(C(=C1C)C)OC1=C2C=CC=C1